[(2,2-dimethylpropanoyl)amino]-4-pyridinecarboxylic acid CC(C(=O)NC1=NC=CC(=C1)C(=O)O)(C)C